C(C)C1=C(C=C(C(=O)O)C=C1)S(NC1=C(C=CC(=C1)C=1SC=NN1)N1CCCCC1)(=O)=O 4-Ethyl-3-(N-(2-(piperidin-1-yl)-5-(1,3,4-thiadiazol-2-yl)phenyl)sulfamoyl)benzoic acid